(S)-2,2'-bis(methoxymethoxy)-[1,1'-binaphthyl]-3,3'-dicarboxaldehyde COCOC1=C(C2=CC=CC=C2C=C1C=O)C1=C(C(=CC2=CC=CC=C12)C=O)OCOC